FC(C1=NN=C(O1)C=1C=CC(=NC1)CN(C(=O)C1(CN(C1)C1COC1)F)C1=CC(=CC=C1)F)F N-((5-(5-(difluoromethyl)-1,3,4-oxadiazol-2-yl)pyridin-2-yl)methyl)-3-fluoro-N-(3-fluorophenyl)-1-(oxetan-3-yl)azetidine-3-carboxamide